C(C)C1=CC=C(O1)CS (5-Ethylfuran-2-yl)methanethiol